(S)-4-(5-chloro-2-((1-(1-pivaloylpiperidin-4-yl)-1H-pyrazol-4-yl)amino)pyrimidin-4-yl)-N-(1-cyanoethyl)benzamide ClC=1C(=NC(=NC1)NC=1C=NN(C1)C1CCN(CC1)C(C(C)(C)C)=O)C1=CC=C(C(=O)N[C@@H](C)C#N)C=C1